N(C(=N)N)CCCC(C(NCC(NCC(=O)O)=O)=O)NC(CNC(CCC=O)=O)=O 8-(3-guanidinopropyl)-4,7,10,13,16-pentaoxo-3,6,9,12-tetraazahexadecanoic acid